ClC=1C=C(C=CC1)C1(CC1)C=1NC(C=2CN(CCCC2N1)C(CC=1C=C(C=CC1)C1=CC=C(C=C1)C#N)=O)=O 3'-(2-(2-(1-(3-chlorophenyl)cyclopropyl)-4-oxo-3,4,5,7,8,9-hexahydro-6H-pyrimido[5,4-c]azepin-6-yl)-2-oxoethyl)-[1,1'-biphenyl]-4-carbonitrile